The molecule is an aliphatic aldoxime resulting from the formal condensation of 3-(methylsulfanyl)propanal with hydroxylamine. It is an aliphatic aldoxime and a methyl sulfide. CSCCC=NO